FC1=C(C=C(C=C1)N1C(=C(C2=C1C=C1C=NNC1=C2)[C@@H]2[C@@H](C2)C(=O)OCC)C(C)C)C ethyl (1R,2S)-2-[5-(4-fluoro-3-methyl-phenyl)-6-isopropyl-1H-pyrrolo[2,3-f]indazol-7-yl]cyclopropanecarboxylate